1-methyl-3-(thiazol-4-yl)-1H-pyrazol CN1N=C(C=C1)C=1N=CSC1